N-hydroxymethyl-glycine copper [Cu].OCNCC(=O)O